methyl 5-chloro-1-(4-chlorobenzyl)-2-oxo-1,2-dihydropyridine-3-carboxylate ClC=1C=C(C(N(C1)CC1=CC=C(C=C1)Cl)=O)C(=O)OC